CN1N=C(C(=C1)C1=CN2C(S1)=C(C=N2)C(=O)NC=2C(=NC=C(C2)C(NCCN2CCCCC2)=O)C)C 2-(1,3-dimethyl-1H-pyrazol-4-yl)-N-(2-methyl-5-((2-(piperidin-1-yl)ethyl)carbamoyl)pyridin-3-yl)pyrazolo[5,1-b]thiazole-7-carboxamide